2-(ethoxymethyl)-9,9-dimethyl-6-(piperazin-1-ylmethyl)-9,10-dihydroacridine C(C)OCC1=CC=2C(C3=CC=C(C=C3NC2C=C1)CN1CCNCC1)(C)C